acryloyloxypropylbenzyldimethyl-ammonium iodide [I-].C(C=C)(=O)OCCC[N+](C)(C)CC1=CC=CC=C1